NC1=NC=C2N(C(N(C2=N1)[C@@H]1O[C@@H]([C@H]([C@H]1O)F)CO)=O)CC(F)F 2-amino-7-(2,2-difluoroethyl)-9-((2R,3S,4S,5R)-4-fluoro-3-hydroxy-5-(hydroxymethyl)tetrahydrofuran-2-yl)-7,9-dihydro-8H-purin-8-one